(2-((4-cyano-2-fluorophenoxy)methyl)pyrimidin-4-yl)-2,5-dihydro-1H-pyrrole-1-carboxylic acid tert-butyl ester C(C)(C)(C)OC(=O)N1C(C=CC1)C1=NC(=NC=C1)COC1=C(C=C(C=C1)C#N)F